(2,6-difluorophenyl)-4-((4-((tetrahydro-2H-pyran-4-yl)carbamoyl)phenyl)amino)pyridazine-3-carboxamide FC1=C(C(=CC=C1)F)C=1C(=C(N=NC1)C(=O)N)NC1=CC=C(C=C1)C(NC1CCOCC1)=O